C(CC)(=O)N1CC(OCC1)CNC(C)=O N-((4-propionylmorpholin-2-yl)methyl)acetamide